amino-pyridine-2,3-dicarboxylic acid NC1=C(C(=NC=C1)C(=O)O)C(=O)O